4-(methoxycarbonyl)-4-phenethyl-cyclopentane COC(=O)C1(CCCC1)CCC1=CC=CC=C1